2-((1-(Cyclohexylmethyl)piperidin-4-yl)methyl)-4-phenylpyridazin-3(2H)-on Hydrochlorid Cl.C1(CCCCC1)CN1CCC(CC1)CN1N=CC=C(C1=O)C1=CC=CC=C1